3-[[(1R)-1-[2-(3,4-Difluorophenyl)-3,6-dimethyl-4-oxo-chromen-8-yl]ethyl]amino]-6-methyl-pyridine-2-carbonitrile FC=1C=C(C=CC1F)C=1OC2=C(C=C(C=C2C(C1C)=O)C)[C@@H](C)NC=1C(=NC(=CC1)C)C#N